BrC=1C=C2CC(CC2=CC1Br)N 5,6-dibromo-2,3-dihydro-1H-inden-2-amine